CC(C(=O)O)(CC(C)C)C(C)C 2,4-dimethyl-2-isopropyl-pentanoic acid